ClC1=CC=C(C(=N1)C(=O)NC1CC1)N[C@H](C)C1=CC(=CC=2C(C(=C(OC21)C=2C=NN(C2)C2CC2)C)=O)C (R)-6-chloro-N-cyclopropyl-3-((1-(2-(1-cyclopropyl-1H-pyrazol-4-yl)-3,6-dimethyl-4-oxo-4H-benzopyran-8-yl)ethyl)amino)picolinamide